(S)-2-(2-chloro-3-fluorobenzamido)-6-(2-(5,6,7,8-tetrahydro-1,8-naphthyridin-2-yl)ethoxy)hexanoic acid ClC1=C(C(=O)N[C@H](C(=O)O)CCCCOCCC2=NC=3NCCCC3C=C2)C=CC=C1F